2-methoxybenzoyl-carboxylic acid COC1=C(C(=O)C(=O)O)C=CC=C1